C(C)(C)(C)OC(=O)N1CCC(CC1)C1=CC=CC(=N1)OCC1=C(C=C(C(=O)O)C=C1)OC 4-(((6-(1-(tert-butoxycarbonyl)-piperidin-4-yl)pyridin-2-yl)oxy)methyl)-3-methoxybenzoic acid